ClC1=C(C=CC=C1F)C1(CC1)C1=NOC(=N1)C1=NN(C(=C1)C(F)(F)F)CC(=O)N1CCN(CC1)C(=O)OC(C)(C)C tert-butyl 4-(2-(3-(3-(1-(2-chloro-3-fluorophenyl)cyclopropyl)-1,2,4-oxadiazol-5-yl)-5-(trifluoromethyl)-1H-pyrazol-1-yl)acetyl)piperazine-1-carboxylate